BrC1=CC=C(OCCC[C@H](CO)O)C=C1 (R)-5-(4-bromophenoxy)pentane-1,2-diol